4-(2-Cyano-3-fluoro-5-isobutylphenyl)-1,2,3,6-tetrahydropyridine-1-carboxylic acid tert-butyl ester C(C)(C)(C)OC(=O)N1CCC(=CC1)C1=C(C(=CC(=C1)CC(C)C)F)C#N